CC1CC(CCC1)C 2,6-dimethylcyclohexane